2-methyl-9,10-di[2-naphthyl]anthracene CC1=CC2=C(C3=CC=CC=C3C(=C2C=C1)C1=CC2=CC=CC=C2C=C1)C1=CC2=CC=CC=C2C=C1